N1C=CC=2C1=NC=CC2SC2=CN=C(N(C2=C=O)C)N2CCC1(CCC[C@H]1N[S@](=O)C(C)(C)C)CC2 (R)-N-((R)-8-(5-((1H-pyrrolo[2,3-b]pyridin-4-yl)thio)-1-methyl-6-carbonyl-1,6-dihydropyrimidin-2-yl)-8-azaspiro[4.5]decan-1-yl)-2-methylpropane-2-sulfinamide